CN1CCN(CC1)C/C=C/C(=O)N1CC2=CC(=CC=C2CC1)OC1=CC=C(C=C1)C(F)(F)F (E)-4-(4-methylpiperazin-1-yl)-1-(7-(4-(trifluoromethyl)phenoxy)-3,4-dihydroisoquinolin-2(1H)-yl)but-2-en-1-one